5-[2-(3,3-difluoroazetidine-1-carbonyl)-8-[(1S,2S)-2-(4-fluorophenyl)cyclopropyl]imidazo[1,2-b]pyridazin-6-yl]-1H-pyrimidine-2,4-dione FC1(CN(C1)C(=O)C=1N=C2N(N=C(C=C2[C@@H]2[C@H](C2)C2=CC=C(C=C2)F)C=2C(NC(NC2)=O)=O)C1)F